di-tert-butyl ((6R)-5-(aminomethyl)-3,3,7-trimethyloctane-1,6-diyl)dicarbamate NCC(CC(CCNC(OC(C)(C)C)=O)(C)C)[C@@H](C(C)C)NC(OC(C)(C)C)=O